C(C)(=O)NCCOC[C@@]12C[C@H](N([C@H]2C1)C(CNC(CCCOC1=CC=CC=C1)=O)=O)C(=O)O (1S,3S,5R)-5-((2-acetamidoethoxy)methyl)-2-((4-phenoxybutyryl)glycyl)-2-azabicyclo[3.1.0]hexane-3-carboxylic acid